ClC1=C(C=CC(=C1)Cl)[C@@H](C)NC1=NC(=NC=C1OC)N1C[C@@H]([C@H](CC1)NC(=O)[C@@H]1NCCC1)O (R)-N-((3S,4S)-1-(4-(((R)-1-(2,4-dichlorophenyl)ethyl)amino)-5-methoxypyrimidin-2-yl)-3-hydroxypiperidin-4-yl)pyrrolidine-2-carboxamide